((R)-1-(5-((R)-8-phenyl-7,8-dihydro-6H-pyrrolo[2',1':2,3]imidazo[4,5-b]pyridin-2-yl)pyrimidin-2-yl)pyrrolidin-2-yl)methanol C1(=CC=CC=C1)[C@H]1CCC2=NC=3C(=NC(=CC3)C=3C=NC(=NC3)N3[C@H](CCC3)CO)N21